N(=[N+]=[N-])CC1(COC(OC1)(C)C)COCC1=CC=C(C=C1)OC 5-(azidomethyl)-5-(((4-methoxybenzyl)oxy)methyl)-2,2-dimethyl-1,3-dioxane